6-(5-fluorobenzoselenazol-2-yl)pyridin FC=1C=CC2=C(N=C([Se]2)C2=CC=CC=N2)C1